C[N+](CCCCCCCCCCCCCCCCCC)(CCCCCCCCCCCCCCCCCC)C Dimethyl-dioctadec-ylammonium